N-methyl-N-(methyl((S)-1-((R)-1-tritylaziridine-2-carbonyl)piperidin-3-yl)carbamoyl)-L-valine CN([C@@H](C(C)C)C(=O)O)C(N([C@@H]1CN(CCC1)C(=O)C1[N@@](C1)C(C1=CC=CC=C1)(C1=CC=CC=C1)C1=CC=CC=C1)C)=O